4-(2-amino-[1,2,4]triazolo[1,5-a]pyridin-7-yl)-N-((2-(cyclopentyloxy)pyridin-3-yl)methyl)-1-methyl-1H-indazole-6-carboxamide NC1=NN2C(C=C(C=C2)C2=C3C=NN(C3=CC(=C2)C(=O)NCC=2C(=NC=CC2)OC2CCCC2)C)=N1